N-(4-cyanophenyl)-4-fluoro-4-(3-methylpyridin-2-yl)piperidine-1-carboxamide C(#N)C1=CC=C(C=C1)NC(=O)N1CCC(CC1)(C1=NC=CC=C1C)F